CC(CCOC1CNCCC1)(C)C 3-(3,3-dimethylbutoxy)piperidine